Vinylimidazolinium C(=C)[NH+]1C=NCC1